FC1CC(N(C1)C(CC=1N=CC(NC1)=O)=O)C(=O)NC(C1=CC=CC=C1)C1=NC(=C(C=C1)C(C)C)F 4-fluoro-N-{[6-fluoro-5-(propan-2-yl)pyridin-2-yl](phenyl)methyl}-1-[2-(5-oxo-4,5-dihydropyrazin-2-yl)acetyl]pyrrolidine-2-carboxamide